(1s,4s)-4-(6-iodo-4-methyl-1-oxoisoindolin-2-yl)-N-(3-methoxy-4-methylphenyl)cyclohexanecarboxamide IC1=CC(=C2CN(C(C2=C1)=O)C1CCC(CC1)C(=O)NC1=CC(=C(C=C1)C)OC)C